acrylonitrile sulfur [S].C(C=C)#N